NC1=C(C=CC(=C1)Br)S 2-Amino-4-bromothiophenol